O([Si](C1=CC=CC=C1)(C1=CC=CC=C1)C(C)(C)C)C1=CC=C(CBr)C=C1 4-(t-butyldiphenylsiloxy)benzyl bromide